[11C]butanol [11CH2](CCC)O